2-[3-(hexahydropyrrolo[1,2-a]pyrazin-2(1H)-yl)-1,2,4-triazin-6-yl]-5-(1H-pyrazol-4-yl)phenol C1C2N(CCN1C=1N=NC(=CN1)C1=C(C=C(C=C1)C=1C=NNC1)O)CCC2